C(C)(C)(C)OC(=O)N1[C@]([C@@H](CC1)[C@@]([C@H](CCC)C(CCC#C)=O)(C)OC)(\C=C/C)OC (2R)-((1R)-(4-pentynoyl)-(2S)-methoxy-(2S)-methylpentyl)-(5R/S)-methoxy-(3S)-Z-propenylpyrrolidine-1-carboxylic acid tert-butyl ester